The molecule is a pyridinecarboxamide that is nicotinamide substituted by a methyl group at C-2. It has a role as a metabolite. It derives from a nicotinamide. CC1=C(C=CC=N1)C(=O)N